(R)-2-((2E,5S,6R,7E)-5-((tert-butyldimethylsilyl)oxy)-6-methyl-8-(pyridine-3-Yl)octa-2,7-dienamido)-3-(3-chloro-4-methoxyphenyl)propionic acid methyl ester COC([C@@H](CC1=CC(=C(C=C1)OC)Cl)NC(\C=C\C[C@@H]([C@@H](\C=C\C=1C=NC=CC1)C)O[Si](C)(C)C(C)(C)C)=O)=O